O=C1NC(=C2C3=C1SC(=C3OCCC2)C=2C=NNC2)C(C)N2N=CC(=C2)C#N 1-(1-(3-oxo-1-(1H-pyrazol-4-yl)-4,6,7,8-tetrahydro-3H-9-oxa-2-thia-4-azabenzo[cd]azulen-5-yl)ethyl)-1H-pyrazole-4-carbonitrile